BrC1=C(C=CC(=C1)F)S 2-bromo-4-fluorothiophenol